2-methyl-3,5,6-trifluorobenzyl (1R)-cis-3-[(Z)-2-chloro-3,3,3-trifluoro-1-propenyl]-2,2-dimethylcyclopropanecarboxylate Cl\C(=C/[C@@H]1C([C@@H]1C(=O)OCC1=C(C(=CC(=C1F)F)F)C)(C)C)\C(F)(F)F